N1(C=NC=C1)CCOCCN 2-[2-(imidazol-1-yl)ethoxy]ethanamine